3-(trifluoromethyl)benzoyl-hydrazine 5-(benzyloxy)-6-(2-(diethoxyphosphoryl)-2,2-difluoroethyl)-2-(4-nitrophenoxy)tetrahydro-2H-pyran-3,4-diyl-diacetate C(C1=CC=CC=C1)OC1C(C(C(OC1CC(F)(F)P(=O)(OCC)OCC)OC1=CC=C(C=C1)[N+](=O)[O-])CC(=O)O)CC(=O)O.FC(C=1C=C(C(=O)NN)C=CC1)(F)F